CS(=O)(=O)N1CC1 (methylsulfonyl)aziridine